C(C)[S@](=O)(=N)C1=C(C=C2CCN(C2=C1)C(=O)[C@@H]1CC2=CC=C(C=C2C1)C1=NC=CC=C1)F (R)-ethyl(5-fluoro-1-((R)-5-(pyridin-2-yl)-2,3-dihydro-1H-indene-2-carbonyl)indolin-6-yl)(imino)-λ6-sulfanone